dicyanopyrazino-phenanthrene C(#N)C1=NC2=C(C3=CC=CC=C3C=3C=CC=CC23)N=C1C#N